5-(4-(((3S,4R)-3-hydroxy-4-((5-(trifluoromethyl)pyridin-2-yl)amino)piperidin-1-yl)sulfonyl)phenyl)-1,3-dihydro-2H-benzo[d]imidazol-2-one O[C@H]1CN(CC[C@H]1NC1=NC=C(C=C1)C(F)(F)F)S(=O)(=O)C1=CC=C(C=C1)C1=CC2=C(NC(N2)=O)C=C1